C(C)[C@@H]1N(C[C@H](N(C1)C(C)C1=C(C=C(C=C1)F)C(F)(F)F)CC)C=1C=2C(NC(C1)=O)=CN(N2)CC#N 2-(7-((2S,5R)-2,5-diethyl-4-(1-(4-fluoro-2-(trifluoromethyl)phenyl)ethyl)piperazin-1-yl)-5-oxo-4,5-dihydro-2H-pyrazolo[4,3-b]pyridin-2-yl)acetonitrile